tetrahydroindenofuran O1CCC2C1=CC1=CC=CCC12